C1(=CC=CC=C1)N1CC(CCC1)CO (1-phenylpiperidin-3-yl)methanol